7-bromo-2,4-dichloro-5-isopropyl-5H-pyrrolo[3,2-d]pyrimidine BrC1=CN(C2=C1N=C(N=C2Cl)Cl)C(C)C